2-methyl-5-bis(methylsulfonyl)aminomethyl-benzenesulfonamide CC1=C(C=C(C=C1)CN(S(=O)(=O)C)S(=O)(=O)C)S(=O)(=O)N